2-(6-methylpyridin-2-yl)-3-(3-nitro-1-(tetrahydro-2H-pyran-2-yl)-1H-indazol-5-yl)imidazo[1,2-a]pyrimidine CC1=CC=CC(=N1)C=1N=C2N(C=CC=N2)C1C=1C=C2C(=NN(C2=CC1)C1OCCCC1)[N+](=O)[O-]